3-(1,1-difluoro-2-oxo-2-(1,4,5,7-tetrahydro-6H-pyrazolo[3,4-c]pyridin-6-yl)ethyl)-4-fluoro-N-(4-fluoro-3-methylphenyl)benzamide FC(C(N1CC2=C(CC1)C=NN2)=O)(F)C=2C=C(C(=O)NC1=CC(=C(C=C1)F)C)C=CC2F